7-{3-[endo-3-amino-8-azabicyclo[3.2.1]octan-8-yl]-5H-pyrrolo[2,3-b]pyrazin-7-yl}-8-chloro-1,2-dihydroquinolin-2-one, hydrochloride salt Cl.NC1CC2CCC(C1)N2C2=CN=C1C(=N2)NC=C1C1=CC=C2C=CC(NC2=C1Cl)=O